ClC1=CC=C(C2=C1C=C(O2)F)COC2=CC=CC(=N2)C2CCC(CC2)CC(=O)O 2-((1s,4s)-4-(6-((4-chloro-2-fluorobenzofuran-7-yl)methoxy)pyridin-2-yl)cyclohexyl)acetic acid